2-pyridin-3-yl-1H-imidazole N1=CC(=CC=C1)C=1NC=CN1